C\C(=C/CSC1=C(C(=O)O)C=CC=C1)\CC\C=C(\CCC=C(C)C)/C 2-(((2E,6E)-3,7,11-Trimethyldodeca-2,6,10-trien-1-yl)thio)benzoic acid